4-(1-(tert-butoxycarbonyl)piperidin-4-yl)-1-methyl-1H-1,2,3-triazole-5-carboxylic acid C(C)(C)(C)OC(=O)N1CCC(CC1)C=1N=NN(C1C(=O)O)C